N-(5-cyano-6-(2H-1,2,3-triazol-2-yl)pyridin-3-yl)-1-(8-fluoroisoquinolin-4-yl)-5-(trifluoromethyl)-1H-pyrazole-4-carboxamide C(#N)C=1C=C(C=NC1N1N=CC=N1)NC(=O)C=1C=NN(C1C(F)(F)F)C1=CN=CC2=C(C=CC=C12)F